2-(1-methylcyclopropylamino)-4-(methylsulfonyl)pyrimidine-5-carbonitrile CC1(CC1)NC1=NC=C(C(=N1)S(=O)(=O)C)C#N